C(C)(C)(C)P(C)Cl tert-butylchloro(methyl)phosphine